5-[1-(4-Chlorophenyl)-1H-pyrrolo[2,3-c]pyridin-2-yl]-2,4-dimethyl-1H-imidazole ClC1=CC=C(C=C1)N1C(=CC=2C1=CN=CC2)C2=C(N=C(N2)C)C